N-(2-Cyclopentyl-5-fluorobenzyl)-N-cyclopropyl-3-(difluoromethyl)-5-fluoro-1-methyl-1H-pyrazol-4-carboxamid C1(CCCC1)C1=C(CN(C(=O)C=2C(=NN(C2F)C)C(F)F)C2CC2)C=C(C=C1)F